7-mercaptoheptanoic acid SCCCCCCC(=O)O